BrC1=CC(=C(C=C1)C(C)(O)[C@H]1O[C@@H]([C@H]([C@@H]([C@@H]1OCC1=CC=CC=C1)OCC1=CC=CC=C1)OCC1=CC=CC=C1)COCC1=CC=CC=C1)C(F)(F)F 1-(4-Bromo-2-(trifluoromethyl)phenyl)-1-((2S,3S,4S,5R,6R)-3,4,5-tris(benzyloxy)-6-((benzyloxy)methyl)tetrahydro-2H-pyran-2-yl)ethan-1-ol